Ethyl (2-((S)-2-(4-amino-3-chlorobenzamido)-3,3-dimethylbutanamido)-2-(3-(trifluoromethyl)phenyl)acetamido)glycinate NC1=C(C=C(C(=O)N[C@H](C(=O)NC(C(=O)NNCC(=O)OCC)C2=CC(=CC=C2)C(F)(F)F)C(C)(C)C)C=C1)Cl